P(OC(CO)OP([O-])=O)([O-])=O.[Na+].[Na+].[Na+].[Na+].OCC(OP([O-])=O)OP([O-])=O tetrasodium hydroxyethylidene bisphosphonate